BrC1=CC(=NC=C1)N(C(=O)[C@@H]1CC[C@H](CC1)C(=O)OC)CC12CCC(CC1)(CC2)C2=CC(=C(C=C2)OC)C trans-Methyl 4-((4-bromopyridin-2-yl) ((4-(4-methoxy-3-methylphenyl)bicyclo[2.2.2]octan-1-yl)methyl)carbamoyl)cyclohexane-carboxylate